C(C)(=O)C=1C(=CC(=NC1)NC(=O)C1CC1)NC1=C(C(=CC=C1)C1=NC=C(C=C1)F)OC N-(5-Acetyl-4-((3-(5-fluoropyridin-2-yl)-2-methoxyphenyl)amino)pyridin-2-yl)cyclopropanecarboxamide